C(#N)CC1(CCC(CC1)N1CC(C1)(OC1=CC=C(C=C1)C)C)N1N=C(C(=C1)C(=O)N)NC(=O)C1CC1 1-[1-(cyanomethyl)-4-[3-methyl-3-(4-methylphenoxy)azetidin-1-yl]cyclohexyl]-3-(cyclopropanecarbonylamino)pyrazole-4-carboxamide